FC1=C(C=C(C=C1)F)NC=1C=NC=2CCN(CC2C1)C=1C(=C(C=2N(N1)C(=NN2)C)C)C N-(2,5-difluorophenyl)-6-(3,7,8-trimethyl-[1,2,4]triazolo[4,3-b]pyridazin-6-yl)-7,8-dihydro-5H-1,6-naphthyridin-3-amine